2,6-dibenzyloxy-3-[4-[4-(dimethoxymethyl)-4-fluoro-1-piperidyl]-phenyl]pyridine C(C1=CC=CC=C1)OC1=NC(=CC=C1C1=CC=C(C=C1)N1CCC(CC1)(F)C(OC)OC)OCC1=CC=CC=C1